(S)-5-((2-amino-3-chloropyridin-4-yl)thio)-2-(1-amino-6-methoxy-1,3-dihydrospiro[inden-2,4'-piperidin]-1'-yl)-3-methylpyridin-4(3H)-one NC1=NC=CC(=C1Cl)SC=1C([C@H](C(=NC1)N1CCC2(CC1)C(C1=CC(=CC=C1C2)OC)N)C)=O